N1=CN=CC2=C1CN(CC2)C(=O)[O-] 5H,6H,7H,8H-pyrido[3,4-d]pyrimidine-7-carboxylate